4-(3,4-Difluorophenyl)-3-fluoro-1-(3-(pyridin-4-yl)bicyclo[1.1.1]pentan-1-yl)piperidin-2-one FC=1C=C(C=CC1F)C1C(C(N(CC1)C12CC(C1)(C2)C2=CC=NC=C2)=O)F